C1=NC=CC=2NC=3C=C(C=CC3C21)C=2C=CC(=NC2)OC2CC(C2)OC=2C=CC(=NC2)C#CCOCCCC=2C=C1CN(C(C1=CC2)=O)C2C(NC(CC2)=O)=O 3-(5-(3-((3-(5-((1r,3r)-3-((5-(5H-pyrido[4,3-b]indol-7-yl)pyridin-2-yl)oxy)cyclobutoxy)pyridin-2-yl)prop-2-yn-1-yl)oxy)propyl)-1-oxoisoindolin-2-yl)piperidine-2,6-dione